F[C@@H]1CN(CC[C@@H]1O)C(=O)OCC1=CC=CC=C1 Benzyl (3R,4S)-3-fluoro-4-hydroxypiperidine-1-carboxylate